C(C1=CC=CC=C1)(=O)OCC1=CC=C(C=C1)C1=C(N(C2=CC=CC(=C12)OCC1=CC=CC=C1)C1=CC=C(C=C1)F)C(CO)(F)F 4-[4-benzyloxy-2-(1,1-difluoro-2-hydroxy-ethyl)-1-(4-fluorophenyl) indol-3-yl]Benzyl benzoate